2-trifluoromethyl-propan-2-amine hydrochloride Cl.FC(C(C)(C)N)(F)F